1-(Piperidin-4-yloxy)cyclopropanecarboxylic acid, trifluoroacetic acid salt FC(C(=O)O)(F)F.N1CCC(CC1)OC1(CC1)C(=O)O